N-(2-(7-fluoro-2-((4-(4-methylpiperazin-1-yl)phenyl)amino)quinazolin-8-yl)pyridin-4-yl)acrylamide FC1=CC=C2C=NC(=NC2=C1C1=NC=CC(=C1)NC(C=C)=O)NC1=CC=C(C=C1)N1CCN(CC1)C